CC(C#C)=O 3-butyn-2-one